C(C)(C)(C)OC(NCCC1=CC=C(S1)C=1SC(=C(C1)C)C=1SC(=CC1)C=1SC=CC1C)=O tert-Butyl(2-(3''',4'-dimethyl-[2,2':5',2'':5'',2'''-quaterthiophen]-5-yl)ethyl)carbamate